12-(2-chlorophenyl)-11-cyclopropyl-7-fluoro-2,3,10-triazatricyclo[7.3.1.0{5,13}]tridec-1,5(13),6,8-tetraen-4-one ClC1=C(C=CC=C1)C1C(NC2=CC(=CC=3C(NN=C1C32)=O)F)C3CC3